ethyl 3-(1-methyl-1H-pyrazol-3-yl)-1H-pyrrole-2-carboxylate CN1N=C(C=C1)C1=C(NC=C1)C(=O)OCC